ClC=1C(=NN2CCN(CCC21)C(=O)OC(C)(C)C)CC#N tert-butyl 3-chloro-2-(cyanomethyl)-4,5,7,8-tetrahydropyrazolo[1,5-d][1,4]diazepine-6-carboxylate